OCCC1(CCC1)NC(=O)C=1N(N=C2C=CC(=CC12)OCC1=CC=NN1C)C N-[1-(2-hydroxyethyl)cyclobutyl]-2-methyl-5-[(1-methyl-1H-pyrazol-5-yl)methoxy]-2H-indazole-3-carboxamide